N-{[1,1'-biphenyl]-2-yl}-N-(9,9-dimethyl-9H-fluoren-2-yl)-8,8-dimethyl-1,3-diphenyl-8H-indeno[1,2-c]thiophene-6-amine C1(=C(C=CC=C1)N(C1=CC=2C(C=3C(=C(SC3C3=CC=CC=C3)C3=CC=CC=C3)C2C=C1)(C)C)C1=CC=2C(C3=CC=CC=C3C2C=C1)(C)C)C1=CC=CC=C1